2-([1,1'-biphenyl]-4-yl)-4-phenyl-6-(2-(2'-(pyridin-3-yl)spiro[cyclohexane-1,9'-fluoren]-6'-yl)phenyl)-1,3,5-triazine C1(=CC=C(C=C1)C1=NC(=NC(=N1)C1=CC=CC=C1)C1=C(C=CC=C1)C=1C=C2C=3C=CC(=CC3C3(C2=CC1)CCCCC3)C=3C=NC=CC3)C3=CC=CC=C3